5-[2-(4-dimethylaminophenylamino)-1-hydroxyethyl]-1,3-oxazol-2(3H)-one CN(C1=CC=C(C=C1)NCC(O)C1=CNC(O1)=O)C